N-Ethyl-1-phenylcyclohexylamine C(C)NC1(CCCCC1)C1=CC=CC=C1